NC1=NC2=C(N1)C=C(C=C2)C2=NC1=CC=CC=C1C=N2 (2-amino-1H-benzo[d]imidazole-6-yl)quinazoline